(6-(fluoromethyl)quinoline-4-carbonyl)glycine tert-butyl ester C(C)(C)(C)OC(CNC(=O)C1=CC=NC2=CC=C(C=C12)CF)=O